benzyl (2S)-4-(2-chloro-7-(7-fluoro-3,4-dihydroquinolin-1(2H)-yl)-5,6,7,8-tetrahydroquinazolin-4-yl)-2-(cyanomethyl)piperazine-1-carboxylate ClC1=NC=2CC(CCC2C(=N1)N1C[C@@H](N(CC1)C(=O)OCC1=CC=CC=C1)CC#N)N1CCCC2=CC=C(C=C12)F